2-bromo-N-(1-(((4-fluorophenyl)amino)methyl)cycloheptyl)-5-methoxy-4-(trifluoromethyl)benzenesulfonamide BrC1=C(C=C(C(=C1)C(F)(F)F)OC)S(=O)(=O)NC1(CCCCCC1)CNC1=CC=C(C=C1)F